3-(3,5-dimethyl-4-(4-methylpiperazin-1-yl)phenyl)-1H-pyrrolo[2,3-b]pyridine CC=1C=C(C=C(C1N1CCN(CC1)C)C)C1=CNC2=NC=CC=C21